7-(3-(2-(3-methoxyphenyl)morpholino)-7,8-dihydro-1,6-naphthyridin-6(5H)-yl)-8-methyl-4H-pyrimido[1,2-b]pyridazin-4-one COC=1C=C(C=CC1)C1OCCN(C1)C=1C=NC=2CCN(CC2C1)C=1C(=CC=2N(N1)C(C=CN2)=O)C